N-(4-(4-((4-chlorophenyl)sulfonamido)phenyl)-1H-pyrrolo[2,3-b]pyridin-6-yl)cyclopropylcarboxamide ClC1=CC=C(C=C1)S(=O)(=O)NC1=CC=C(C=C1)C1=C2C(=NC(=C1)NC(=O)C1CC1)NC=C2